tert-butyl (R)-(1-(5-iodo-1H-indol-3-yl)propan-2-yl)carbamate IC=1C=C2C(=CNC2=CC1)C[C@@H](C)NC(OC(C)(C)C)=O